ClC1=CC=C(CSC=2OC3=C(N2)C=C(C(=C3)F)F)C=C1 2-((4-chlorobenzyl)thio)-5,6-difluorobenzo[d]oxazole